(Z)-2-(4-((6-chloro-7-fluoro-1H-indol-3-yl)methylene)-2,5-dioxoimidazolidin-1-yl)-2-(4-chlorophenyl)-N-(1,3-dihydroxypropan-2-yl)acetamide ClC1=CC=C2C(=CNC2=C1F)\C=C\1/NC(N(C1=O)C(C(=O)NC(CO)CO)C1=CC=C(C=C1)Cl)=O